BrC=1C=C(C=CC1OC)CC1=C(C=C(OCC(=O)OCC)C=C1Cl)Cl ethyl 2-[4-[(3-bromo-4-methoxy-phenyl)methyl]-3,5-dichloro-phenoxy]acetate